ClC1=C(OC2=NC(=NC(=C2)C2=C(C=CC=C2)C(C)C)NS(=O)(=O)C=2C=NN(C2)C)C=CC=C1N1CCN(CC1)C N-[4-[2-chloro-3-(4-methylpiperazin-1-yl)phenoxy]-6-(2-isopropylphenyl)pyrimidin-2-yl]-1-methyl-pyrazole-4-sulfonamide